C(C)(=O)N[C@H]1[C@@H](C=C(C[C@@H]1NC(=N)N)C(=O)O)N1C[C@H](CCC1)OC(CCCCCCC)=O (3R,4R,5S)-4-acetamido-5-guanidino-3-((S)-3-(octanoyloxy)piperidin-1-yl)cyclohex-1-ene-1-formic acid